5-[(1E)-[(2-cyclopropylpyrimidin-5-yl)imino]methyl]-2,2-dimethyl-1,3-dioxane-4,6-dione C1(CC1)C1=NC=C(C=N1)\N=C\C1C(OC(OC1=O)(C)C)=O